tert-butyl N2-(((9H-fluoren-9-yl)methoxy)carbonyl)-N5-(2-(2-methoxy ethoxy)ethyl)-L-glutaminate C1=CC=CC=2C3=CC=CC=C3C(C12)COC(=O)N[C@@H](CCC(NCCOCCOC)=O)C(=O)OC(C)(C)C